tert-butyl (s)-3-(bromomethyl)piperidine-1-carboxylate BrC[C@@H]1CN(CCC1)C(=O)OC(C)(C)C